5,6-dichloro-3-formylindole ClC=1C=C2C(=CNC2=CC1Cl)C=O